N1CC(C1)C1=CC=C(N=N1)C1=C(C=C(C=C1)C1=CC=2C(C(=N1)OC)=NN(C2)C)O 2-(6-(azetidin-3-yl)pyridazin-3-yl)-5-(7-methoxy-2-methyl-2H-pyrazolo[3,4-c]pyridin-5-yl)phenol